CC1(N(CC1)CC1=C(CNC2=C(C(=C(C=C2)S(=O)(=O)NC=2N=CSC2)F)C)C(=CC=C1)F)C 4-((2-((2,2-dimethylazetidin-1-yl)methyl)-6-fluorobenzyl)amino)-2-fluoro-3-methyl-N-(thiazol-4-yl)benzenesulfonamide